4-nitrophenyl ((2,3-dihydrobenzo[b][1,4]dioxin-5-yl)methyl)carbamate O1C2=C(OCC1)C(=CC=C2)CNC(OC2=CC=C(C=C2)[N+](=O)[O-])=O